tert-butyl (4-((4-chlorophenyl)carbamoyl)bicyclo[2.1.1]hexan-1-yl)carbamate ClC1=CC=C(C=C1)NC(=O)C12CCC(C1)(C2)NC(OC(C)(C)C)=O